N-(5-methyl-1H-pyrazol-3-yl)thieno[3,2-d]pyrimidin-4-amine CC1=CC(=NN1)NC=1C2=C(N=CN1)C=CS2